OC1=CC=C(C=C1)CC1=CC=C(C=C1)O bis(4-hydroxy-phenyl)methane